tert-Butyl (3S)-3-{6-[(2R)-2-[5-fluoro-2-(methylsulfanyl)phenyl]pyrrolidin-1-yl]imidazo[1,2-b]pyridazine-3-amido}pyrrolidine-1-carboxylate FC=1C=CC(=C(C1)[C@@H]1N(CCC1)C=1C=CC=2N(N1)C(=CN2)C(=O)N[C@@H]2CN(CC2)C(=O)OC(C)(C)C)SC